The molecule is a sphingomyelin d18:1 in which the ceramide N-acyl group is specified as stearoyl (octadecanoyl). It has a role as a mouse metabolite. It is a sphingomyelin 36:1 and a sphingomyelin d18:1. It derives from an octadecanoic acid. CCCCCCCCCCCCCCCCCC(=O)N[C@@H](COP(=O)([O-])OCC[N+](C)(C)C)[C@@H](/C=C/CCCCCCCCCCCCC)O